nonadecyl acetate C(C)(=O)OCCCCCCCCCCCCCCCCCCC